ethylamine iodate I(=O)(=O)O.C(C)N